1-(3-chloro-6-(2-methyl-2H-pyrazolo[3,4-b]pyridin-5-yl)thieno[2,3-b]pyridin-2-yl)-3-methoxycyclobutanol ClC1=C(SC2=NC(=CC=C21)C2=CC=1C(N=C2)=NN(C1)C)C1(CC(C1)OC)O